2-cyano-1-[[cyclopropyl-(methyl)sulfamoyl]amino]-3-nitro-benzene C(#N)C1=C(C=CC=C1[N+](=O)[O-])NS(N(C)C1CC1)(=O)=O